[Cl-].OC(C[N+](CC=C)(CC=C)CC1=CC=CC=C1)CP(=O)(OOCC)OOCC N-(2-hydroxy-3-(diethoxyphosphono)propyl)-N-benzyl-N,N-diallylammonium chloride